N2-L-valyl-N6-(Boc)-L-lysine N[C@@H](C(C)C)C(=O)N[C@@H](CCCCNC(=O)OC(C)(C)C)C(=O)O